O1C[C@@H](CC1)CCN 2-[(3R)-oxolan-3-yl]ethanamine